N1(CCC1)CCCOC=1C=C2C=C(NC2=CC1)C(=O)OC methyl 5-(3-(azetidin-1-yl)propoxy)-1H-indole-2-carboxylate